trimethylpropenylamine CC(C=CN)(C)C